N-(4-chlorophenyl)piperidine-4-carboxamide compound with 2,2,2-trifluoroacetaldehyde FC(C=O)(F)F.ClC1=CC=C(C=C1)NC(=O)C1CCNCC1